3-(Tetradecyloxy)-2,2-bis((tetradecyloxy)methyl)propyl 4-(4-methylpiperazin-1-yl)butanoate CN1CCN(CC1)CCCC(=O)OCC(COCCCCCCCCCCCCCC)(COCCCCCCCCCCCCCC)COCCCCCCCCCCCCCC